FC=1C=CC=C2C(NC=NC12)=O 8-fluoro-3,4-dihydroquinazolin-4-one